C(C)(C)(C)OC(=O)C=1OC2=C(C1CBr)C=C(C=C2)Br 5-bromo-3-(bromomethyl)benzofuran-2-carboxylic acid tert-butyl ester